(Z)-3-(5-(4-(3-(4-(1-(4-hydroxyphenyl)-2-phenylbut-1-en-1-yl)phenoxy)propyl)piperazin-1-yl)-1-oxoisoindolin-2-yl)piperidine-2,6-dione OC1=CC=C(C=C1)/C(=C(\CC)/C1=CC=CC=C1)/C1=CC=C(OCCCN2CCN(CC2)C=2C=C3CN(C(C3=CC2)=O)C2C(NC(CC2)=O)=O)C=C1